FC(C(=O)O)(C(C(C(C(C(C(F)(F)F)(C(F)(F)F)F)(F)F)(F)F)(F)F)(C(F)(F)F)F)F perfluoro-3,7-dimethyloctanoic acid